C1(CC1)C1=CC=C(C(=O)O)C=C1 4-cyclopropylbenzoic acid